tridecan-7-yl 8-chlorooctanoate ClCCCCCCCC(=O)OC(CCCCCC)CCCCCC